[W].[Ag] silver-tungsten